BrC=1C=C2C(C(N(C2=CC1)C)=O)=NCC(F)(F)F 5-bromo-1-methyl-3-((2,2,2-trifluoroethyl)imino)-1H-indol-2-one